4-(1-((2-(2-methoxyethoxy)ethyl)amino)ethyl)isoquinolin-1(2H)-one hydrochloride Cl.COCCOCCNC(C)C1=CNC(C2=CC=CC=C12)=O